1-(((5S,7S)-8,8-difluoro-7-methyl-2-oxo-1-oxa-3-azaspiro[4.5]decan-7-yl)methyl)-1H-benzo[d]imidazole-6-carbonitrile FC1([C@](C[C@]2(CNC(O2)=O)CC1)(C)CN1C=NC2=C1C=C(C=C2)C#N)F